2-pyridinecarboxylic acid, magnesium salt [Mg+2].N1=C(C=CC=C1)C(=O)[O-].N1=C(C=CC=C1)C(=O)[O-]